C12(CCC(CC1)CC2)C=2N=C(C1=C(N2)NC=C1)Cl (bicyclo[2.2.2]oct-1-yl)-4-chloro-7H-pyrrolo[2,3-d]pyrimidine